(4-((4-((cyclobutylmethyl)amino)-5-(trifluoromethyl)-7H-pyrrolo[2,3-d]pyrimidin-2-yl)amino)-3-methoxyphenyl)dimethyl-phosphine oxide C1(CCC1)CNC=1C2=C(N=C(N1)NC1=C(C=C(C=C1)P(C)(C)=O)OC)NC=C2C(F)(F)F